CC1=C(C=CC(=C1)C)C1CC2(C1)CCN(CC2)C(=O)C2CC1(C2)NC(OC1)=O (2s,4s)-2-[2-(2,4-dimethylphenyl)-7-azaspiro[3.5]nonane-7-carbonyl]-7-oxa-5-azaspiro[3.4]octan-6-one